C1(CCC1)CC=1C(=NN(C1)CC1=CC=NC=C1)N (Cyclobutylmethyl)-1-(pyridin-4-ylmethyl)-1H-pyrazol-3-amine